9-(2-fluorophenyl)-9H-carbazole-d FC1=C(C=CC=C1)N1C2=CC=CC=C2C=2C=CC=C(C12)[2H]